1-(6-Chloro-1-(3-(pyridin-3-yl)-1H-indazol-3-yl)ethyl)-3-methyl-1H-pyrazolo[3,4-d]pyrimidine-4,6-diamine ClC1=CC=C2C(NNC2=C1)(C=1C=NC=CC1)C(C)N1N=C(C=2C1=NC(=NC2N)N)C